3-(anthracen-9-ylmethoxy)-2,4,6-trimethylbenzonitrile oxide C1=CC=CC2=CC3=CC=CC=C3C(=C12)COC=1C(=C(C#[N+][O-])C(=CC1C)C)C